COC1=CC=C(C=C1)C(N1CCN(CC1)CC=1C=C(C=CC1C(F)(F)F)N(CCN(C)C)C)C1=CC=C(C=C1)OC N1-(3-((4-(bis(4-methoxyphenyl)methyl)piperazin-1-yl)methyl)-4-(trifluoromethyl)phenyl)-N1,N2,N2-trimethylethan-1,2-diamine